N[C@@H](CC(=O)O)C(=O)NCC(=O)O L-Aspartylglycine